N-Pyrrolidone [N-]1C(CC=C1)=O